Potassium bisoxaloborate C(=O)(C(=O)O)OB(OC(=O)C(=O)O)[O-].[K+]